6-(piperazin-1-yl)pyridazin-3(2H)-one N1(CCNCC1)C=1C=CC(NN1)=O